N-(5-(cyclopropylmethoxy)pyridin-2-yl)propanamide C1(CC1)COC=1C=CC(=NC1)NC(CC)=O